3-amino-5,5,7-trifluoro-8-[5-(1-methyl-1-methylsulfonyl-ethyl)-1,3,4-oxadiazol-2-yl]-1-[[4-[3-(trifluoromethyl)phenoxy]phenyl]methyl]-3,4-dihydro-1-benzazepin-2-one NC1C(N(C2=C(C(C1)(F)F)C=C(C(=C2)C=2OC(=NN2)C(C)(S(=O)(=O)C)C)F)CC2=CC=C(C=C2)OC2=CC(=CC=C2)C(F)(F)F)=O